6-(Azetidin-1-yl)-N-[4-bromo-2-(propan-2-yl)benzene-1-sulfonyl]-4-fluoro-1-benzofuran-2-carboxamide N1(CCC1)C1=CC2=C(C=C(O2)C(=O)NS(=O)(=O)C2=C(C=C(C=C2)Br)C(C)C)C(=C1)F